(6,7-dihydropyrazolo[1,5-a]pyrazin-5(4H)-yl)methanone N1=CC=C2N1CCN(C2)C=O